C1(CC1)NC(=O)C1=CC=C(C=C1)S(=O)(=O)NC(C1=C(C=CC=C1)OC)=O N-{[4-(cyclopropylcarbamoyl)phenyl]sulfonyl}-2-methoxybenzamide